2-ethyl-2-isopropyl-linoleate C(C)C(C(=O)[O-])(CCCCCC\C=C/C\C=C/CCCCC)C(C)C